C1(CCCCC1)CNC(OC1=CC(=CC=C1)C=1C=NC=C(C1)C1=NN=NN1)=O 3-(5-(1H-tetrazol-5-yl)pyridin-3-yl)phenyl (cyclohexylmethyl)carbamate